C(#N)C1=CC=C(C=C1)NC(N)=O 3-(4-cyanophenyl)urea